C(C)(C)(C)OC(=O)N[C@@H]([C@@H](C(=O)O)O)CC1=CC=CC=C1 (2S,3R)-3-((tert-butoxycarbonyl)amino)-2-hydroxy-4-phenylbutanoic acid